BrC[C@@H](CC(=O)OCC)CCC ethyl (R)-3-(bromomethyl)hexanoate